5-((3-(1-(4-fluorophenyl)-6-methyl-1H-indazol-5-yl)-1-((1-methyl-1H-pyrazol-4-yl)sulfonyl)pyrrolidin-3-yl)methyl)thiazole FC1=CC=C(C=C1)N1N=CC2=CC(=C(C=C12)C)C1(CN(CC1)S(=O)(=O)C=1C=NN(C1)C)CC1=CN=CS1